Trisilicon octahydride [Si]=[Si]=[Si]